C(CCC)[O-].[Ti+4].C(CCC)[O-].C(CCC)[O-].C(CCC)[O-] titanium(IV) butanolate